COC=1C=C(C=CC2=NC3=C(C(=CC=C3C=C2)C(=O)O)O)C=CC1O 2-(3-methoxy-4-hydroxystyryl)-8-hydroxyquinoline-7-carboxylic acid